C(CC)C1=CC=C(CN2CCCCC2)C=C1 1-(4-propylbenzyl)piperidin